O1C(CCCC1)OCCOCCO 2-(2-(tetrahydro-2H-pyran-2-yloxy)ethoxy)ethanol